2-[3-(3-{[(8-oxabicyclo[3.2.1]oct-3-yl)amino]methyl}pyrrolidin-1-yl)-1,2,4-triazin-6-yl]-5-(1H-pyrazol-4-yl)phenol hydrochloride Cl.C12CC(CC(CC1)O2)NCC2CN(CC2)C=2N=NC(=CN2)C2=C(C=C(C=C2)C=2C=NNC2)O